N-(4-ethylhexyl)-N-fluoro-4-methylbenzenesulfonamide C(C)C(CCCN(S(=O)(=O)C1=CC=C(C=C1)C)F)CC